N,N-dimethyl-2-(4,4,5,5-tetramethyl-1,3,2-dioxa-borolan-2-yl)benzenesulfonamide CN(S(=O)(=O)C1=C(C=CC=C1)B1OC(C(O1)(C)C)(C)C)C